ClC=1C=C(C=NC1C)C=1N=C2N(C(C1C)=O)C=C(C=C2C(C)NC2=C(C(=O)OC(C)(C)C)C=CC=C2)C tert-butyl 2-((1-(2-(5-chloro-6-methylpyridin-3-yl)-3,7-dimethyl-4-oxo-4H-pyrido[1,2-a]pyrimidin-9-yl)ethyl)amino)benzoate